3-[5-(3,3-difluoro-4-piperidyl)-3-methyl-2-oxo-benzimidazol-1-yl]piperidine FC1(CNCCC1C1=CC2=C(N(C(N2C)=O)C2CNCCC2)C=C1)F